C(C)N1C[C@H]([C@H](CC1)NC1=C2C=C(N(C2=CC=C1)CC(F)(F)F)C#CCNC1=C(C=C(C(=O)O)C=C1)OC)F 4-{[3-(4-{[(3R,4S)-1-ethyl-3-fluoropiperidin-4-yl]amino}-1-(2,2,2-trifluoroethyl)-1H-indol-2-yl)prop-2-yn-1-yl]amino}-3-methoxybenzoic acid